[C@H]12CN(C[C@H](C=C1)N2)C=2C1=C(N=C(N2)OC[C@]23CCCN3C[C@@H](C2)F)C(=C(N=C1)C1=C2C=CC(=CC2=CC(=C1F)F)O)F 5-(4-((1R,5S)-3,8-diazabicyclo[3.2.1]oct-6-en-3-yl)-8-fluoro-2-(((2R,7aS)-2-fluorotetrahydro-1H-pyrrolizin-7a(5H)-yl)methoxy)pyrido[4,3-d]pyrimidin-7-yl)-6,7-difluoronaphthalen-2-ol